C(#N)C1=C(C=CC(=C1)F)SC=1C=2N(C=C(C1)C=1C=NN(C1C)C[C@@H](CO)O)N=CC2C#N (S)-4-((2-cyano-4-fluorophenyl)thio)-6-(1-(2,3-dihydroxypropyl)-5-methyl-1H-pyrazol-4-yl)pyrazolo[1,5-a]pyridine-3-carbonitrile